(R)-N-(1-(piperidin-4-ylmethyl)pyrrolidin-3-yl)-4-(1H-pyrrolo[2,3-b]pyridin-3-yl)-5-(trifluoromethyl)pyrimidin-2-amine N1CCC(CC1)CN1C[C@@H](CC1)NC1=NC=C(C(=N1)C1=CNC2=NC=CC=C21)C(F)(F)F